FC1(CCN(CC1)C1=NC=C(C=N1)OCC1=CC=C(C=C1)F)C(=O)NC1(CCN2CCC1CC2)C 4-Fluoro-1-(5-((4-fluorobenzyl)oxy)pyrimidin-2-yl)-N-(4-methyl-1-azabicyclo[3.2.2]nonan-4-yl)piperidine-4-carboxamide